3-(1,3-Dioxoisoindolin-2-yl)-6-methoxypicolinaldehyde O=C1N(C(C2=CC=CC=C12)=O)C=1C(=NC(=CC1)OC)C=O